N-(2-(4-(5-fluoropyridin-2-yl)-1,9-dioxaspiro[5.5]undecan-4-yl)ethyl)-2,3-dihydro-1H-indene-2-amine FC=1C=CC(=NC1)C1(CCOC2(C1)CCOCC2)CCNC2CC1=CC=CC=C1C2